C(C)OC(C1=CC(=CC(=C1)OC)Br)=O.[Si](C)(C)(C(C)(C)C)OCCC1=C(N)C=CC=C1 2-(2-((tert-butyldimethylsilyl)oxy)ethyl)aniline ethyl-3-bromo-5-methoxy-benzoate